4-chloro-2-[2-(1,3-dioxolan-2-yl)ethyl]pyridazin-3-one ClC=1C(N(N=CC1)CCC1OCCO1)=O